NC1=CC=C(C=C1)S(=O)(=O)[O-].[Na+] sodium amino-p-benzenesulfonate